mono(n-decyl) phosphate P(=O)(OCCCCCCCCCC)([O-])[O-]